ClC1=C(C=C(C=C1)C=1N=NC=CC1)CNC1=NN2C(NC(=CC2=O)CCC)=N1 2-[(2-chloro-5-pyridazin-3-yl-phenyl)methylamino]-5-propyl-4H-[1,2,4]triazolo[1,5-a]pyrimidin-7-one